3,5-bis(9H-carbazole-9-yl)-N,N-diphenylaniline C1=CC=CC=2C3=CC=CC=C3N(C12)C=1C=C(N(C2=CC=CC=C2)C2=CC=CC=C2)C=C(C1)N1C2=CC=CC=C2C=2C=CC=CC12